5-chloro-2-{7-oxa-2-azaspiro[3.5]nonan-2-ylmethyl}-7,8-dihydro-6H-spiro[[1,3]oxazolo[5,4-f]quinazoline-9,1'-cyclohexane]-7-one ClC=1C=C2C(=C3C1NC(NC31CCCCC1)=O)OC(=N2)CN2CC1(C2)CCOCC1